(S)-2-(3-((S)-4-amino-1-(5-(1-amino-3-(hydroxy)cyclobutyl)-1,3,4-oxadiazol-2-yl)-4-oxobutyl)ureido)-3-hydroxypropionic acid NC(CC[C@@H](C=1OC(=NN1)C1(CC(C1)O)N)NC(N[C@H](C(=O)O)CO)=O)=O